(2S,4R)-1-((R)-2-AMINO-4-PHENYLBUTANOYL)-N-(4-CARBAMIMIDOYLBENZYL)-4-PHENYLPYRROLIDINE-2-CARBOXAMIDE DIHYDROCHLORIDE Cl.Cl.N[C@@H](C(=O)N1[C@@H](C[C@@H](C1)C1=CC=CC=C1)C(=O)NCC1=CC=C(C=C1)C(N)=N)CCC1=CC=CC=C1